2-[2-(2-Hydroxyethoxy)ethoxy]ethoxylethyl 4-methylbenzenesulfonate CC1=CC=C(C=C1)S(=O)(=O)OCCOCCOCCOCCO